7-HYDROXY-1H-PYRROLO[2,3-C]PYRIDINE-3-CARBALDEHYDE OC=1N=CC=C2C1NC=C2C=O